N1(CCNCC1)C1=CC=C(C=C1)NC1=NC=C2C(=N1)NNC2=O 6-((4-(piperazin-1-yl)phenyl)amino)-1H-pyrazolo[3,4-d]pyrimidin-3(2H)-one